NC1=NC2=C(C=3N1N=C(N3)C=3OC=CC3)SC(N2CCN2CCN(CC2)C2=C(C=C(C(=O)NCCN(C3COC3)C)C=C2)F)=O 4-(4-(2-(5-amino-8-(furan-2-yl)-2-oxothiazolo[5,4-e][1,2,4]triazolo[1,5-c]pyrimidin-3(2H)-yl)ethyl)piperazin-1-yl)-3-fluoro-N-(2-(methyl-(oxetan-3-yl)amino)ethyl)benzamide